2-((2-((4-(1-((6-(2,6-dioxopiperidin-3-yl)pyridin-3-yl)methyl)piperidin-4-yl)-2-isopropoxy-5-methylphenyl)amino)-5-(trifluoromethyl)pyridin-4-yl)amino)-N-methylbenzamide O=C1NC(CCC1C1=CC=C(C=N1)CN1CCC(CC1)C1=CC(=C(C=C1C)NC1=NC=C(C(=C1)NC1=C(C(=O)NC)C=CC=C1)C(F)(F)F)OC(C)C)=O